FC([C@@H](N)C1=CN(C2=CC(=CC=C12)C1=NC=C(C=C1C(F)(F)F)F)CC(C)(C)C)F (S)-2,2-difluoro-1-(6-(5-fluoro-3-(trifluoromethyl)pyridin-2-yl)-1-neopentyl-1H-indol-3-yl)ethan-1-amine